hydroxy-quinolizine OC=1C=CCN2C=CC=CC12